C(C)P(NC(C)C)(NCC1=CC=C(C=C1)C1=NOC(=N1)C(F)(F)F)=O 1-ethyl-1-oxo-N-isopropyl-N'-(4-(5-(trifluoromethyl)-1,2,4-oxadiazol-3-yl)benzyl)-λ5-phosphanediamine